C(C)(C)(C)OC(=O)N1CCC(CC1)C1CCN(CC1)CC1=C(C=C(C=C1OC)C1=CN(C(C2=CN=CC=C12)=O)C)OC 1'-(2,6-dimethoxy-4-(2-methyl-1-oxo-1,2-dihydro-2,7-naphthyridin-4-yl)benzyl)-[4,4'-bipiperidine]-1-carboxylic acid tert-butyl ester